8-Cyclopropyl-10-(2-methoxypyrimidin-5-yl)-7,8-dihydropyrazino[1',2':1,5]pyrrolo[3,2-d]pyrimidin-9(6H)-one C1(CC1)N1C(C2=C(C=3N=CN=CC3N2CC1)C=1C=NC(=NC1)OC)=O